O=C(CC1CCNC1)NC1=CC=CC=C1 4-(2-oxo-2-(phenylamino)-ethyl)pyrrolidine